C(C=C)(=O)OCCOCCOCCOC(C=C)=O Triethyleneglycol diacrylate